C(C)(C)(C)OC(=O)N1CCC(=CC1)C1=C(C=C(C(=O)NC2=CC(=C(C(=C2)C)C=2CCN(CC2)C(=O)OC(C)(C)C)F)C=C1)F tert-butyl 4-[4-(4-{1-[(tert-butoxy)carbonyl]-1,2,3,6-tetrahydropyridin-4-yl}-3-fluorobenzamido)-2-fluoro-6-methylphenyl]-1,2,3,6-tetrahydropyridine-1-carboxylate